NCC=1OC2=C(C1)C=C(C=C2C2=CC=C(C=C2)F)C2=CC=C(C=C2)C(=O)N2CCC(CC2)(F)F (4-(2-(aminomethyl)-7-(4-fluorophenyl)benzofuran-5-yl)phenyl)(4,4-difluoropiperidin-1-yl)methanone